2-(3,3-Difluorocyclopentyl)-N-(3-(methoxymethyl)isoxazol-5-yl)-2-(4-(2-methyl-2H-tetrazol-5-yl)phenyl)acetamide FC1(CC(CC1)C(C(=O)NC1=CC(=NO1)COC)C1=CC=C(C=C1)C=1N=NN(N1)C)F